FC=1C=C(C=NC1)C1=CC(=NC(=C1F)C)C=1OC(=NN1)C1=NC=CC=C1 2-(5,5'-Difluoro-6'-methyl-[3,4'-bipyridin]-2'-yl)-5-(pyridin-2-yl)-1,3,4-oxadiazole